N1(CCNCC1)C(=O)OC1=C(C=2C=C3C(=NC2C=C1)C1=CC2=C(C(N1C3)=O)COC([C@]2(OC(CCCCCC)=O)CC)=O)CN(C)C (S)-10-((Dimethylamino)methyl)-4-ethyl-4-(heptanoyloxy)-3,14-dioxo-3,4,12,14-tetrahydro-1H-pyrano[3',4':6,7]indolizino[1,2-b]quinolin-9-yl Piperazine-1-carboxylate